rac-3'-(methoxymethyl)spiro[bicyclo[2.2.1]heptane-2,1'-cyclohexan]-3-amine hydrogen chloride Cl.COCC1CC2(CCC1)C1CCC(C2N)C1